2-(3-Fluorophenyl)-N-[(2S)-1-hydroxypropan-2-yl]-3-oxo-6-[6-(trifluoromethyl)pyridin-3-yl]-2,3-dihydropyridazine-4-carboxamide FC=1C=C(C=CC1)N1N=C(C=C(C1=O)C(=O)N[C@H](CO)C)C=1C=NC(=CC1)C(F)(F)F